N-(4-cyclopropylbenzyl)-5-(N-methylsulfamoyl)thiophene-2-carboxamide C1(CC1)C1=CC=C(CNC(=O)C=2SC(=CC2)S(NC)(=O)=O)C=C1